di(9-decene) furan-2,5-dicarboxylate O1C(=CC=C1C(=O)O)C(=O)O.CCCCCCCCC=C.CCCCCCCCC=C